C1(CC1)CN(CCCS)C 3-[cyclopropylmethyl-(methyl)amino]propane-1-thiol